7-(carbazol-9-yl)-10-phenyl-12,12-dimethyl-indeno[2,1-b]carbazole C1=CC=CC=2C3=CC=CC=C3N(C12)C1=C2C=CC(=CC2=C2C1=CC=1NC3=CC=CC=C3C1C2(C)C)C2=CC=CC=C2